C(CC1=C(C(=CC(=C1)C(C)CC)C(C)(C)C)O)C1=C(C(=CC(=C1)C(C)CC)C(C)(C)C)O 2,2'-ethylenebis(4-sec-butyl-6-tert-butylphenol)